ClC=1C=C(C=CC1)P(O)(O)=O 3-chlorophenyl-phosphonic acid